3-(2-amino-[1,2,4]triazolo[1,5-a]pyridin-7-yl)-2-fluoro-6-methylbenzoic acid hydrochloride Cl.NC1=NN2C(C=C(C=C2)C=2C(=C(C(=O)O)C(=CC2)C)F)=N1